FC=1C=C(COC2=CC=C(C=C2)C=2N=C(N3C2C=NC=C3)[C@H]3N(CCC3)C(C#CC)=O)C=CC1 (S)-1-(2-(1-(4-((3-fluorobenzyl)oxy)phenyl)imidazo[1,5-a]pyrazin-3-yl)pyrrolidin-1-yl)but-2-yn-1-one